O1COC2=C1C=CC(=C2)/C=C/C(=O)N[C@H](C(=O)NC2=CC=C(C=C2)C(NO)=O)CC2=CC=CC=C2 (2S)-2-[[(E)-3-(1,3-benzodioxol-5-yl)prop-2-enoyl]amino]-N-[4-(hydroxycarbamoyl)phenyl]-3-phenyl-propanamide